BrC1=CC(=C(O[C@H](C(=O)O)CF)C=C1)C1CCC1 (R)-2-(4-bromo-2-cyclobutylphenoxy)-3-fluoropropionic acid